dimethylene cyclohexanedicarboxylate C12(CCCCC1)C(=O)OCCOC2=O